3,6-Dimethyl-8-[(1R)-1-[(3-methylisothiazol-4-yl)amino]ethyl]-2-(3-pyridyl)chromen-4-one CC1=C(OC2=C(C=C(C=C2C1=O)C)[C@@H](C)NC=1C(=NSC1)C)C=1C=NC=CC1